3-(1-oxo-5-((4-(6-(trifluoromethyl)pyridin-2-yl)piperazin-1-yl)methyl)isoindolin-2-yl)piperidine-2,6-dione O=C1N(CC2=CC(=CC=C12)CN1CCN(CC1)C1=NC(=CC=C1)C(F)(F)F)C1C(NC(CC1)=O)=O